ClC=1C(=C(OC2CNCC2)C=C(C1)[N+](=O)[O-])C 3-(3-chloro-2-methyl-5-nitrophenoxy)pyrrolidine